(2,4-difluorophenyl)thiosemicarbazide FC1=C(C=CC(=C1)F)NNC(=S)N